C(C1=CC=CC=C1)OC1=C(C=C(C=C1)\C=C\[N+](=O)[O-])OC([2H])([2H])[2H] (E)-1-(benzyloxy)-2-(methoxy-d3)-4-(2-nitrovinyl)benzene